P(=O)(O)(O)OCC1=C[C@H]([C@@](O1)(N1C(=O)NC(=O)C=C1)C(C1=CC=CC=2C3=CC=CC=C3CC12)C1=CC=CC=2C3=CC=CC=C3CC12)O[Si](C)(C)C(C)(C)C Difluorenylmethyl 2'-O-(tert-butyldimethylsilyl)-3'-deoxy-3',4'-didehydrouridine-5'-phosphate